(3R,4R)-4-(2-chlorophenyl)-3-methyl-1-(2,2,2-trifluoroethyl)pyrrolidine-3-carboxylic acid ClC1=C(C=CC=C1)[C@H]1[C@](CN(C1)CC(F)(F)F)(C(=O)O)C